bis-(4-hydroxy-3,5-difluorophenyl)methane OC1=C(C=C(C=C1F)CC1=CC(=C(C(=C1)F)O)F)F